(S)-3-((7-methoxy-5-methylbenzo[b]thiophen-2-yl)ethynyl)-1-(pyrrolidin-3-yl)-1H-pyrazolo[3,4-d]pyrimidin-4-amine COC1=CC(=CC2=C1SC(=C2)C#CC2=NN(C1=NC=NC(=C12)N)[C@@H]1CNCC1)C